(R)-4-(6-(4-(2-hydroxy-3-methylbutyryl)piperazin-1-yl)pyridin-3-yl)-6-(1-isopropyl-1H-1,2,3-triazol-4-yl)pyrazolo[1,5-a]Pyridine-3-carbonitrile 2,2,2-trifluoroacetic acid salt FC(C(=O)O)(F)F.O[C@@H](C(=O)N1CCN(CC1)C1=CC=C(C=N1)C=1C=2N(C=C(C1)C=1N=NN(C1)C(C)C)N=CC2C#N)C(C)C